ClC1=CC=C(C=C1)NC(C(C(C)C)NC(C[C@H]1N(C(CC1)=O)CC1=C(C(=CC=C1)F)F)=O)=O N-(4-Chlorophenyl)-2-(2-((S)-1-(2,3-difluorobenzyl)-5-oxopyrrolidin-2-yl)acetamido)-3-methylbutanamide